COC1=CC(=C(C(=O)OC2=CC=C(C=C2)C(=O)OC2=CC=C(C=C2)[N+](=O)[O-])C=C1)O[C@@H](C)CCCCCC 4-((4-nitrophenoxy)carbonyl)phenyl (S)-4-methoxy-2-(octan-2-yloxy)benzoate